N-((R)-4,4-difluoro-1-methylpyrrolidin-3-yl)-6-fluoro-5-(1-((S)-2-fluoropropyl)-1H-benzo[d][1,2,3]triazol-6-yl)-4-methoxypyrrolo[2,1-f][1,2,4]triazin-2-amine FC1([C@@H](CN(C1)C)NC1=NN2C(C(=N1)OC)=C(C(=C2)F)C=2C=CC1=C(N(N=N1)C[C@H](C)F)C2)F